(3S)-4-[(5-Chloro-2-pyrimidinyl)oxy]-3-(4,4,4-trifluorobutyl)-1(3H)-isobenzofuranone ClC=1C=NC(=NC1)OC1=C2[C@@H](OC(C2=CC=C1)=O)CCCC(F)(F)F